OCCCCOC(C1=CC(=C(C(=C1)O)O)O)=O 3,4,5-trihydroxybenzoic acid-4-hydroxybutyl ester